1-(3-cyanophenyl)-N-(((2R,3R)-2-methylpyrrolidin-3-yl)methyl)-1H-1,2,4-triazole-3-carboxamide trifluoroacetate FC(C(=O)O)(F)F.C(#N)C=1C=C(C=CC1)N1N=C(N=C1)C(=O)NC[C@@H]1[C@H](NCC1)C